(3-chloro-5-(2-(4-methylthiophen-2-yl)propan-2-yl)phenyl)-5-(2-(methylsulfonyl)propan-2-yl)benzo[b]thiophene-2-carboxamide ClC=1C=C(C=C(C1)C(C)(C)C=1SC=C(C1)C)C=1C2=C(SC1C(=O)N)C=CC(=C2)C(C)(C)S(=O)(=O)C